ClC=1C=C(C=C(C1)S(=O)(=O)C)NC(=O)C1=CC2=C(S1)C=CC=C2F N-(3-chloro-5-(methylsulfonyl)phenyl)-4-fluorobenzo[b]thiophene-2-carboxamide